1-(3-((3-(4-phenoxyphenyl)-1H-pyrazolo[4,3-c]pyridin-1-yl)methyl)pyrrolidin-1-yl)prop-2-en-1-one O(C1=CC=CC=C1)C1=CC=C(C=C1)C1=NN(C2=C1C=NC=C2)CC2CN(CC2)C(C=C)=O